ClC=1C(=C(C=CC1)[C@@](C)(C#N)C1=C(C=NC(=C1F)SC)C(=O)OC1CCCCC1)F cyclohexyl 4-[(1R)-1-(3-chloro-2-fluorophenyl)-1-cyanoethyl]-5-fluoro-6-(methylsulfanyl)pyridine-3-carboxylate